C(C)(=O)ON=C(C)C=1C=CC=2N(C3=CC=C(C=C3C2C1)C(C1=C(C=CC=C1)C)=O)CC [9-ethyl-6-(2-methylbenzoyl)-9H-carbazole-3-yl]ethane-1-on-1-(O-acetyloxime)